o-acetoxytoluene sulfur carbon [C].[S].C(C)(=O)OC1=C(C)C=CC=C1